2-(1-(6-Chloro-2-fluoro-3-methoxyphenoxy)-8-((1,1,1-trifluoropropan-2-yl)oxy)isoquinolin-6-yl)-4-ethyl-5-(hydroxymethyl)-2,4-dihydro-3H-1,2,4-triazol-3-one ClC1=CC=C(C(=C1OC1=NC=CC2=CC(=CC(=C12)OC(C(F)(F)F)C)N1N=C(N(C1=O)CC)CO)F)OC